N1CC(C1)C=1C=NC=CC1OC1COC1 3-(azetidin-3-yl)-4-(oxetan-3-yloxy)pyridine